4-[[(1R)-1-phenylethyl]amino]-6-(1H-pyrazolo[3,4-b]pyridin-5-yl)quinoline-3-carbonitrile C1(=CC=CC=C1)[C@@H](C)NC1=C(C=NC2=CC=C(C=C12)C=1C=C2C(=NC1)NN=C2)C#N